1,2-dithienylethylene S1C(=CC=C1)C=CC=1SC=CC1